C(C)C(CC)CCC(CCC(CCCC)CC)S(=O)(=O)[O-].S(=O)(=O)(O)O.[Na+] Sodium sulphate (3,9-diethyltridecane-6-sulphonate)